3-(5-Methoxypyridin-2-yl)-N-(4-((tetrahydro-2H-pyran-4-yl)oxy)pyridin-2-yl)-1,2,4-oxadiazol-5-amine COC=1C=CC(=NC1)C1=NOC(=N1)NC1=NC=CC(=C1)OC1CCOCC1